3-(5-((1-(4'-chloro-5,5-dimethyl-3,4,5,6-tetrahydro-[1,1'-biphenyl]-2-carbonyl)azepan-4-yl)oxy)-1-oxoisoindolin-2-yl)piperidine-2,6-dione ClC1=CC=C(C=C1)C1=C(CCC(C1)(C)C)C(=O)N1CCC(CCC1)OC=1C=C2CN(C(C2=CC1)=O)C1C(NC(CC1)=O)=O